1-(4-((4,4-difluorocyclohexyl)amino)-6-((1-(2,2,2-trifluoroacetyl)azetidin-3-yl)oxy)pyrimidin-2-yl)-1H-pyrazole-3-carbaldehyde FC1(CCC(CC1)NC1=NC(=NC(=C1)OC1CN(C1)C(C(F)(F)F)=O)N1N=C(C=C1)C=O)F